N1(N=NC2=C1C=CC=C2)C2=CC=CC(=N2)NC(C2=C(C=C(C(=C2)N2C=NC(=C2)C2CC2)C)F)=O N-(6-(1H-benzo[d][1,2,3]triazol-1-yl)pyridin-2-yl)-5-(4-cyclopropyl-1H-imidazol-1-yl)-2-fluoro-4-methylbenzamide